C(C)(C)(C)OC(=O)NC1(CCN(CC1)CC1=CC(=NC=C1)C(=O)[O-])C.[Li+] lithium 4-{[4-(tert-butoxycarbonylamino)-4-methyl-1-piperidyl]methyl}-2-pyridinecarboxylate